O=C1N(C[C@@H](C1)CCC)C(C(=O)N)CC 2-((R)-2-oxo-4-propyl-pyrrolidine-1-yl)butyramide